3,7-dimethyl-2,6-octadiene-1-al CC(=CC=O)CCC=C(C)C